2,2'-[(1,1'-binaphthyl-2,2'-diyl)bis(oxy)]diacetic acid C1(=C(C=CC2=CC=CC=C12)OCC(=O)O)C1=C(C=CC2=CC=CC=C12)OCC(=O)O